N-(4-((4-acetamidobenzyl)amino)phenyl)heptanamide C(C)(=O)NC1=CC=C(CNC2=CC=C(C=C2)NC(CCCCCC)=O)C=C1